3-(6-(7-Oxa-4-azaspiro[2.5]octan-4-yl)-3H-imidazo[4,5-c]pyridin-3-yl)-2,6-difluoro-5-(trifluoromethyl)phenol C1CC12N(CCOC2)C2=CC1=C(C=N2)N(C=N1)C=1C(=C(C(=C(C1)C(F)(F)F)F)O)F